4-((5-(2-(methylsulfonyl)-6-(trifluoromethyl)pyrimidin-4-yl)-2-oxopyridin-1(2H)-yl)methyl)benzonitrile CS(=O)(=O)C1=NC(=CC(=N1)C=1C=CC(N(C1)CC1=CC=C(C#N)C=C1)=O)C(F)(F)F